CSCC(C)N1N=CC(=C1C)C(O)=S 1-(3-(methylthio)propan-2-yl)-5-methyl-1H-pyrazole-4-thiocarboxylic acid